C(C1=CC=CC=C1)[C@](CC(F)(F)F)(C)NC(=O)C=1C=NC2=C(C=CC=C2C1)F N-[(1S)-1-benzyl-3,3,3-trifluoro-1-methylpropyl]-8-Fluoroquinoline-3-carboxamide